4-aminoadamantane-1-carboxamide NC1C2CC3(CC(CC1C3)C2)C(=O)N